CC1CCC(N(C1)C(C(=O)O)=O)C=1C=C2C(=CC1)NC(C21CCN(CC1)C)=O 2-(5-Methyl-2-(1'-methyl-2-oxospiro[indol-3,4'-piperidin]-5-yl)piperidin-1-yl)-2-oxoacetic acid